[N+](=O)([O-])C1=C(C=CC=C1)C1=CC(=NN1)CO (5-(2-nitrophenyl)-1H-pyrazol-3-yl)methanol